(S)-1-(4-(4-fluoro-3-methylbenzyl)phenyl)ethan-1-amine FC1=C(C=C(CC2=CC=C(C=C2)[C@H](C)N)C=C1)C